CO[C@@H]1CNCC1 (3S)-3-methoxypyrrolidine